12-[(4-methoxyphenyl)methyl]-10-methyl-12-azatricyclo[6.3.1.02,7]Dodeca-2,4,6-trien-9-one COC1=CC=C(C=C1)CN1C2C3=CC=CC=C3C1C(C(C2)C)=O